2,2-Bithiophen S1C(=CC=C1)C=1SC=CC1